7-(4-(isopropylamino)-5-(5-(5-oxo-2,6-diazaspiro[3.4]oct-2-yl)-1,3,4-thiadiazol-2-yl)pyridin-2-yl)pyrrolo[1,2-b]pyridazine-3-carbonitrile C(C)(C)NC1=CC(=NC=C1C=1SC(=NN1)N1CC2(C1)C(NCC2)=O)C2=CC=C1N2N=CC(=C1)C#N